BrC1=CC=2OC=3C=C(C=C4OC=5C=C(C=CC5N(C34)C2C=C1)C1=CC=CC=2OC3=C(C21)C=CC=C3)C3=CC=CC=2OC1=C(C23)C=CC=C1 3-bromo-7,11-bis(dibenzofuran-1-yl)-5,9-dioxa-13b-aza-naphtho[3,2,1-de]anthracene